O(C1=CC=CC=C1)C1=CC=C(C=C1)C1N(CCC(C1)C)C(=O)[O-] 4-phenoxyphenyl-4-methylpiperidin-1-yl-carboxylate